NC1=C(C=CC(=C1)C#N)NC(OC(C)(C)C)=O tert-butyl (2-amino-4-cyanophenyl)carbamate